FC(CC1=NN=C(O1)C12CC(C1)(C2)C2CN(C2)C(=O)N2C[C@H](CC2)C(=O)N)(F)F (3S)-1-[3-[3-[5-(2,2,2-Trifluoroethyl)-1,3,4-oxadiazol-2-yl]-1-bicyclo[1.1.1]pentanyl]azetidine-1-carbonyl]pyrrolidine-3-carboxamide